2-(2,6-dioxopiperidin-3-yl)-5-(methylsulfonyl)-3-oxoisoindoline-4-carbonitrile O=C1NC(CCC1N1CC=2C=CC(=C(C2C1=O)C#N)S(=O)(=O)C)=O